ClC1=NC=C(C(=N1)C=1C=CC(N(C1)C1CCC1)=O)F 5-(2-chloro-5-fluoro-pyrimidin-4-yl)-1-cyclobutyl-pyridin-2-one